titanium barium-nickel [Ni].[Ba].[Ti]